tert-butyl (2R,3S)-2-(hydroxymethyl)-3-(((S)-1-phenylethyl)amino)pyrrolidine-1-carboxylate OC[C@@H]1N(CC[C@@H]1N[C@@H](C)C1=CC=CC=C1)C(=O)OC(C)(C)C